2-amino-3-(6-(3-carboxylphenyl)-2,6-diazaspiro[3.3]heptan-2-yl)benzoic acid NC1=C(C(=O)O)C=CC=C1N1CC2(C1)CN(C2)C2=CC(=CC=C2)C(=O)O